FC1=CC=CC=2C=3N(C(=NC12)N)C=C(N3)CC3CCNCC3 7-fluoro-2-(piperidin-4-ylmethyl)imidazo-[1,2-c]quinazolin-5-amine